(+/-)-2-octene CC=CCCCCC